N-[6-(5-chloro-1,3-benzoxazol-2-yl)spiro[3.3]Heptane-2-yl]-5-(cyclopropanecarbonylaminosulfonyl)furan-2-carboxamide ClC=1C=CC2=C(N=C(O2)C2CC3(CC(C3)NC(=O)C=3OC(=CC3)S(=O)(=O)NC(=O)C3CC3)C2)C1